N[C@@H](CC#N)C (R)-3-aminobutyronitrile